3-methyl-1-((4-(pyrimidin-2-yl)piperidin-1-yl)sulfonyl)-1H-imidazol-3-ium C[N+]1=CN(C=C1)S(=O)(=O)N1CCC(CC1)C1=NC=CC=N1